C(C)(=O)N1CCC(CC1)NCC1=C(C(=NC=C1)NC=1C(=C(C=CC1)C1=C(C(=NC=C1)C1=CC(=C(CNC[C@H]2CCC(N2)=O)C=C1)OC(F)F)Cl)Cl)F (R)-5-(((4-(4-(3-((4-(((1-acetylpiperidin-4-yl)amino)methyl)-3-fluoropyridin-2-yl)amino)-2-chlorophenyl)-3-chloropyridin-2-yl)-2-(difluoromethoxy)benzyl)amino)methyl)pyrrolidin-2-one